FC=1C=C2NC(CN(C2=CC1F)CCC1=CC=CC=C1)C1=CC=CC=C1 6,7-difluoro-1-phenethyl-3-phenyl-1,2,3,4-tetrahydroquinoxaline